OCCN1CCN(CC1)S(=O)(=O)C=1C=CC(=C(C1)C=1NC(C2=C(N1)C(=C(N2C)C=O)CCC)=O)OCCC 2-(5-((4-(2-Hydroxyethyl)piperazin-1-yl)sulfonyl)-2-propoxyphenyl)-5-methyl-4-oxo-7-propyl-4,5-dihydro-3H-pyrrolo[3,2-d]pyrimidine-6-carbaldehyde